3-[5-(4-{2,7-diazaspiro[4.4]nonan-2-yl}phenyl)-3-methyl-2-oxo-1,3-benzodiazol-1-yl]piperidine-2,6-dione C1N(CCC12CNCC2)C2=CC=C(C=C2)C2=CC1=C(N(C(N1C)=O)C1C(NC(CC1)=O)=O)C=C2